CC=1C(=C2N(N1)CCC2)C=2CCNCC2 2-methyl-3-(1,2,3,6-tetrahydropyridin-4-yl)-5,6-dihydro-4H-pyrrolo[1,2-b]pyrazole